N-(2-methoxy-5-(2-(methylamino)-8,9-dihydroimidazo[1',2':1,6]pyrido[2,3-d]pyrimidin-6-yl)pyridin-3-yl)methanesulfonamide COC1=NC=C(C=C1NS(=O)(=O)C)C1=CC2=C(N=C(N=C2)NC)N2C1=NCC2